ClC=1C(=C(C=CC1)N1C(C=2N=C(N(C2[C@@H]1C1=CC=C(C#N)C=C1)C(C)C)C=1C(=NC(=NC1)OC)OC)=O)F 4-[(S)-5-(3-chloro-2-fluoro-phenyl)-2-(2,4-dimethoxy-pyrimidin-5-yl)-3-isopropyl-6-oxo-3,4,5,6-tetrahydro-pyrrolo[3,4-d]imidazol-4-yl]-benzonitrile